5,5'-diallyl-3-((benzylamino)methyl)-[1,1'-biphenyl]-2,2'-diol C(C=C)C1=CC(=C(C(=C1)C=1C(=CC=C(C1)CC=C)O)O)CNCC1=CC=CC=C1